C(C)(C)(C)OC(=O)N1CC2=C(CC1C)NN=C2 6-methyl-1,4,6,7-tetrahydro-5H-pyrazolo[4,3-c]Pyridine-5-carboxylic acid tert-butyl ester